C(C)OCCN(CCC(C(=O)O)NC(=O)C1=NNC2=CC=CC=C12)CCCCC1=NC=2NCCCC2C=C1 4-[2-ethoxyethyl-[4-(5,6,7,8-tetrahydro-1,8-naphthyridin-2-yl)butyl]amino]-2-(1H-indazole-3-carbonylamino)butanoic acid